CC=1CC2=CC=CC=C2C1C 2,3-dimethyl-inden